BrC1=CC=CC2=C1SC(=C2CC(F)(F)F)C=O 7-bromo-3-(2,2,2-trifluoroethyl)benzo[b]thiophene-2-carbaldehyde